[Si](C)(C)(C(C)(C)C)OC1C([C@@H](O[C@@H]1CON(C1CCOCC1)C)N1C(NC(C=C1)=O)=O)OC 1-[(2R,5R)-4-[tert-butyl(dimethyl)silyl]oxy-3-methoxy-5-[[methyl-(tetrahydropyran-4-yl)amino]oxymethyl]tetrahydrofuran-2-yl]pyrimidine-2,4-dione